dl-2-(5-(((5-cyclopropyl-7-(5,5-difluorotetrahydro-2H-pyran-3-yl)-5H-pyrrolo[3,2-d]pyrimidin-2-yl)thio)methyl)-2-fluorophenyl)acetic acid C1(CC1)N1C=C(C=2N=C(N=CC21)SCC=2C=CC(=C(C2)CC(=O)O)F)C2COCC(C2)(F)F